CC(C)(C)[S@@](=O)N[C@@H]1C=2C=NC=CC2CC12CCNCC2 (R)-2-methyl-N-[(7S)-spiro[5,7-dihydrocyclopenta[c]pyridine-6,4'-piperidine]-7-yl]propane-2-sulfinamide